(2-(benzyloxy)-4-bromophenyl)(1H-pyrazol-3-yl)methanone C(C1=CC=CC=C1)OC1=C(C=CC(=C1)Br)C(=O)C1=NNC=C1